(R)-3-(2-Methoxy-4-(trifluoromethyl)phenyl)-4-methyl-6-((1-methylpiperidin-3-yl)amino)-1,2,4-triazin-5(4H)-one COC1=C(C=CC(=C1)C(F)(F)F)C1=NN=C(C(N1C)=O)N[C@H]1CN(CCC1)C